tert-butyl-(tert-butoxycarbonyl)-L-homoserine C(C)(C)(C)N([C@@H](CCO)C(=O)O)C(=O)OC(C)(C)C